isoindolin-2-yl-(piperidin-4-yl)methanone C1N(CC2=CC=CC=C12)C(=O)C1CCNCC1